5-bromo-2-(((perfluorophenoxy)methyl)thio)thiazole BrC1=CN=C(S1)SCOC1=C(C(=C(C(=C1F)F)F)F)F